C(#N)C=1C=C2C(=NC1)N(C=C2)C2=NC=C(C(=O)NC[C@H](C(C)(C)O)F)C(=C2)NC=2C=NN(C2)C2CCOCC2 (R)-6-(5-cyano-1H-pyrrolo[2,3-b]pyridin-1-yl)-N-(2-fluoro-3-hydroxy-3-methylbutyl)-4-((1-(tetrahydro-2H-pyran-4-yl)-1H-pyrazol-4-yl)amino)nicotinamide